C(C)OC(CC(CN)C1=CC(=CC=C1)Br)=O 4-amino-3-(3-bromophenyl)butanoic acid ethyl ester